FC1=C(C=C(C=C1)OC=1C(=C2C=CNC2=CC1F)S(=O)(=O)C)C=1NC(=CN1)CC=1C=C(C=CC1)CCC(=O)O 3-(3-((2-(2-fluoro-5-((6-fluoro-4-(methylsulfonyl)-1H-indol-5-yl)oxy)phenyl)-1H-imidazol-5-yl)methyl)phenyl)propanoic acid